bromoindolinone 6-(amino)methyl-1,4-diazepinetriacetate NCC1=C(NC(=C(N=C1)CC(=O)O)CC(=O)O)CC(=O)O.BrN1C(CC2=CC=CC=C12)=O